triazole-3-carboxamide C1=CN(N=N1)C(=O)N